pyrido[1,2-a]pyrazine-8(7H)-one C=1C=2N(C=CN1)CCC(C2)=O